FC1=CC(=C(C=C1[N+](=O)[O-])C=1C(=NC(=NC1)N)N)OC (4-fluoro-2-methoxy-5-nitrophenyl)pyrimidine-2,4-diamine